2-((1-(2-(1-hydroxyethyl)-6-p-toluenesulfonylimidazo[4,5-d]pyrrolo[2,3-b]pyridin-1(6H)-yl)piperidin-4-yl)methyl)isothiazolidine 1,1-dioxide OC(C)C1=NC=2C(=C3C(=NC2)N(C=C3)S(=O)(=O)C3=CC=C(C)C=C3)N1N1CCC(CC1)CN1S(CCC1)(=O)=O